FC(CC(C(=O)NC1=NC=CC(=C1)C1=C(C2=NC(=CC=C2N1)F)C1=NC=C(C=C1)F)C1=CC=C(C=C1)F)F (-)-4,4-difluoro-N-{4-[5-fluoro-3-(5-fluoropyridin-2-yl)-1H-pyrrolo[3,2-b]pyridin-2-yl]pyridin-2-yl}-2-(4-fluorophenyl)butanamide